(3R,4S)-1-((benzyloxy) carbonyl)-4-ethylpyrrolidine-3-carboxylate dicyclohexylamine salt C1(CCCCC1)NC1CCCCC1.C(C1=CC=CC=C1)OC(=O)N1C[C@@H]([C@@H](C1)CC)C(=O)O